3-bromo-5-chloro-6-(methoxymethyl)pyrazolo[1,5-a]pyrimidine BrC=1C=NN2C1N=C(C(=C2)COC)Cl